OC=1C(=CC(=C2C=CC=NC12)[N+](=O)[O-])CC1=CC(=C2C=CC=NC2=C1O)[N+](=O)[O-] 7-[(8-hydroxy-5-nitro-7-quinolyl)methyl]-5-nitro-quinolin-8-ol